CON(C(C(=O)O)=O)C 2-(METHOXY(METHYL)AMINO)-2-OXOACETIC ACID